FC=1C=NC(=NC1)N1CCC(CC1)CN(CCC(F)(F)F)CC1=NN2C(=NC=3C(=CC=CC3C2=N1)OC)N 2-((((1-(5-fluoropyrimidin-2-yl)piperidin-4-yl)methyl)(3,3,3-trifluoropropyl)amino)methyl)-7-methoxy-[1,2,4]triazolo[1,5-c]quinazolin-5-amine